O=C1NC(CCC1N1CC2=CC=C(C(=C2C1=O)C(F)(F)F)C(=O)O)=O 2-(2,6-dioxopiperidin-3-yl)-3-oxo-4-(trifluoromethyl)isoindoline-5-carboxylic acid